ClC=1C(=NC=CC1CN1CCN(CC1)C=1C=CC(=NC1C(F)(F)F)C(=O)NC)NC(=O)NCC 5-(4-((3-chloro-2-(3-ethylureido)pyridin-4-yl)methyl)piperazin-1-yl)-N-methyl-6-(trifluoromethyl)picolinamide